tert-butyl-4-(6-((4-cyano-2-fluorobenzyl)oxy)pyridin-2-yl)-1,4-diazepane-1-carboxylate C(C)(C)(C)OC(=O)N1CCN(CCC1)C1=NC(=CC=C1)OCC1=C(C=C(C=C1)C#N)F